ClC=1C=C(C=CC1OC(C)C)C(C)=O 1-(3-chloro-4-isopropoxyphenyl)ethanone